C1CC12OCCN(C2)CCN2C(C(=C(C1=CC=CN=C21)O)C(=O)NC2CCC(CC2)C)=O 1-(2-(4-oxa-7-azaspiro[2.5]octan-7-yl)ethyl)-4-hydroxy-N-((1s,4s)-4-methylcyclohexyl)-2-oxo-1,2-dihydro-1,8-naphthyridine-3-carboxamide